6-(4-((2-(2-Fluoropyridin-4-yl)-5-isopropylthiazol-4-yl)methoxy)-6-methoxybenzofuran-2-yl)-2-methoxyimidazo[2,1-b][1,3,4]thiadiazole FC1=NC=CC(=C1)C=1SC(=C(N1)COC1=CC(=CC2=C1C=C(O2)C=2N=C1SC(=NN1C2)OC)OC)C(C)C